C1C2C(CNC1)COC=1C=CC=CC12 tetrahydro-2H-chromeno[3,4-c]pyridine